ribose trifluoromethanesulfonate FC(S(=O)(=O)O)(F)F.O=C[C@H](O)[C@H](O)[C@H](O)CO